ClC=1C(=NC(=C(C1)C1=C(C=C(C=C1)N1C[C@H](N(CC1)C)C(C)C)F)F)N (R)-3-chloro-6-fluoro-5-(2-fluoro-4-(3-isopropyl-4-methylpiperazin-1-yl)phenyl)pyridin-2-amine